N-(3-(3,5-dimethylisoxazol-4-yl)-4-(((R)-piperidin-2-yl)methoxy)phenyl)-2-ethoxycyclopropane-1-carboxamide CC1=NOC(=C1C=1C=C(C=CC1OC[C@@H]1NCCCC1)NC(=O)C1C(C1)OCC)C